O[C@H]1CC[C@@]2([C@H]3CC[C@@]4([C@H](CC[C@H]4[C@@H]3CC=C2C1)[C@@H](CNC(OC)=O)C)C)C methyl ((S)-2-((3S,8S,9S,10R,13S,14S,17R)-3-hydroxy-10,13-dimethyl-2,3,4,7,8,9,10,11,12,13,14,15,16,17-tetradecahydro-1H-cyclopenta[a]phenanthren-17-yl)propyl)carbamate